O[C@@H](C(=O)O)[C@H](C(=O)O)O.C(C)(C)(C)NC[C@H](O)C1=CC(=C(C=C1)O)CO (R)-4-(2-(tert-butylamino)-1-hydroxyethyl)-2-(hydroxymethyl)phenol (2R,3R)-2,3-dihydroxysuccinate